NC=1C(=CC2=CC=CC=C2C1)NC(CCCCCC1=C(C(=O)N)C=CC(=C1)C)=O 6-(3-aminonaphthalen-2-ylamino)-6-oxohexyl-4-methylbenzamide